ClC1=CC=C(C=C1)N1CC(CCC1)C(C)C 1-(4-chlorophenyl)-3-isopropylpiperidine